CN(S(=O)(=O)C)[C@@H]1CN(CC1)C1=CC=C(C=C1)B1OC(C(O1)(C)C)(C)C (S)-N-methyl-N-(1-(4-(4,4,5,5-tetramethyl-1,3,2-dioxaborolan-2-yl)phenyl)pyrrolidin-3-yl)methanesulfonamide